2-chloro-5-(1-methyl-3,6-dihydro-2H-pyridin-4-yl)-N-[(1R)-1-(1-naphthyl)ethyl]benzamide ClC1=C(C(=O)N[C@H](C)C2=CC=CC3=CC=CC=C23)C=C(C=C1)C=1CCN(CC1)C